1-butyl-6-chloro-1H-pyrrolo[2,3-b]Pyridine C(CCC)N1C=CC=2C1=NC(=CC2)Cl